ClC1=C(C=C(C=2C(=C3N(C12)CCN(C3)C(C[C@@H]3N(CCOC3)C(=O)OC(C)(C)C)=O)C=3C=NNC3)OCC#N)Cl tert-Butyl (S)-3-(2-(6,7-dichloro-9-(cyanomethoxy)-10-(1H-pyrazol-4-yl)-3,4-dihydropyrazino[1,2-a]indol-2(1H)-yl)-2-oxoethyl)morpholine-4-carboxylate